ICC#CN(C(O)=O)CCCC.ICC#COC(NCCCC)=O butylcarbamic acid iodopropynyl ester (iodopropynyl butylcarbamate)